5-bromo-N-(4-((6,7-dimethoxy-1,5-naphthyridin-4-yl)oxy)-3-fluorophenyl)-4-hydroxy-2,6-dimethylnicotinamide BrC=1C(=NC(=C(C(=O)NC2=CC(=C(C=C2)OC2=CC=NC3=CC(=C(N=C23)OC)OC)F)C1O)C)C